4-(4-(bis(2-hydroxyethyl)amino)phenylamino)-2-phenylpyrimido[4,5-d]pyridazin-5(6H)-one OCCN(C1=CC=C(C=C1)NC1=NC(=NC=2C=NNC(C21)=O)C2=CC=CC=C2)CCO